N-[[6-(4-cyanobenzoyl)-6-azaspiro[2.5]octan-2-yl]methyl]furo[2,3-c]pyridine-2-carboxamide C(#N)C1=CC=C(C(=O)N2CCC3(C(C3)CNC(=O)C3=CC=4C(=CN=CC4)O3)CC2)C=C1